benzyl (3S)-3-(3-hydroxypyrrolidin-1-yl)piperidine-1-carboxylate OC1CN(CC1)[C@@H]1CN(CCC1)C(=O)OCC1=CC=CC=C1